FC(C1=NN(C=C1S(=O)(=O)[C@](C)(F)C1CCNCC1)C)F (S)-4-(1-((3-(difluoromethyl)-1-methyl-1H-pyrazol-4-yl)sulfonyl)-1-fluoroethyl)piperidine